NCCN1CCC(CC1)OC1=CC=C(C=C1)N1C(NC(CC1)=O)=O 1-(4-((1-(2-aminoethyl)piperidin-4-yl)oxy)phenyl)dihydropyrimidine-2,4(1H,3H)-dione